5,5'''-bis(methylthio)-3,3'''-bis(2-octyldodecyl)-2,2':5',2'':5'',2'''-quaterthiophene CSC1=CC(=C(S1)C=1SC(=CC1)C=1SC(=CC1)C=1SC(=CC1CC(CCCCCCCCCC)CCCCCCCC)SC)CC(CCCCCCCCCC)CCCCCCCC